CC1CCC(CC1)NC(OC1=CC(=C(C=C1)OC(F)(F)F)C=1C=NC=C(C1)C=1OC=CN1)=O 3-(5-(oxazol-2-yl)pyridin-3-yl)-4-(trifluoromethoxy)phenyl (4-methylcyclohexyl)carbamate